2,6,8,9-tetramethyl-3,6,8,9-tetrahydropyrazino[2,3-g]quinazoline-4,7-dione CC1=NC2=CC3=C(C=C2C(N1)=O)N(C(C(N3C)C)=O)C